OC1=C(C=C(CSCC(=O)OCCCCCCCCCCCCC)C=C1C(C)(C)C)C(C)(C)C tridecyl 4-hydroxy-3,5-di-tert-butyl-benzylmercaptoacetate